N=1N(N=C2C1C=CC=C2)C=2C=C(C=CC2O)CCOC(C(=C)C)=O 2-[3-(2H-benzotriazol-2-yl)-4-hydroxyphenyl]ethyl-methacrylate